trans-N-((trans-4-(6-Cyano-5-methoxypyridin-2-yl)cyclohexyl)methyl)-N-(4-(2-cyclopropyloxazol-4-yl)pyridine-2-yl)-4-hydroxycyclohexanecarboxamide C(#N)C1=C(C=CC(=N1)[C@@H]1CC[C@H](CC1)CN(C(=O)[C@@H]1CC[C@H](CC1)O)C1=NC=CC(=C1)C=1N=C(OC1)C1CC1)OC